BrC=1C=C(C=CC1OC)C1C(CCCC1=O)=O (3-bromo-4-methoxyphenyl)-1,3-cyclohexanedione